C(C)OC(=O)C=1N=C(SC1CCCOC1=C(C=CC=C1)F)N.ClC1=NC=NC2=CC(=C(C=C12)NC1CCN(CC1)C(C=C)=O)OC 1-{4-[(4-chloro-7-methoxyquinazolin-6-yl)amino]piperidin-1-yl}prop-2-en-1-one Ethyl-2-amino-5-[3-(2-fluorophenoxy)propyl]-1,3-thiazole-4-carboxylate